(S,E)-2-(tert-butyl)-N-(1-cyclopropyl-4-(methylsulfonyl)but-3-en-2-yl)-4-phenoxypyrimidine-5-carboxamide C(C)(C)(C)C1=NC=C(C(=N1)OC1=CC=CC=C1)C(=O)N[C@@H](CC1CC1)\C=C\S(=O)(=O)C